dimethylamine hydrogen fluoride salt F.CNC